C(=C\C(=O)O)\C=C(/C(=O)O)\F 2-FLUORO-CIS,CIS-MUCONATE